4-[(1S,4S,5R)-5-[[1-(2-chloro-6-fluorophenyl)-4-cyclopropyl-1H-pyrazol-5-yl]methoxy]-2-azabicyclo[2.2.1]heptan-2-yl]-2-fluorobenzoic acid ClC1=C(C(=CC=C1)F)N1N=CC(=C1CO[C@H]1[C@@H]2CN([C@H](C1)C2)C2=CC(=C(C(=O)O)C=C2)F)C2CC2